1-((trans)-4-(2-((tert-butyldiphenylsilyl)oxy)ethyl)cyclohexyl)-4-nitro-1H-pyrazole [Si](C1=CC=CC=C1)(C1=CC=CC=C1)(C(C)(C)C)OCC[C@@H]1CC[C@H](CC1)N1N=CC(=C1)[N+](=O)[O-]